BrC1=C(C=CC(=C1)C)C(C(=O)N)C(=O)N (2-bromo-4-methylphenyl)malonamide